2-(3-methoxypropyl) ethylene oxide COCCCC1CO1